(2,2-difluoroethyl)-3-fluoro-2-nitro-aniline FC(CNC1=C(C(=CC=C1)F)[N+](=O)[O-])F